2-isopropyl-thioxanth-9-one C(C)(C)C1=CC=2C(C3=CC=CC=C3SC2C=C1)=O